C1=CC=C(C=C1)NC(=O)NC2=CC=CC=C2 The molecule is a member of the class of phenylureas that is urea in which one of the hydrogens of each amino group is replaced by a phenyl group. It is present in coconut milk (Cocos nucifera). It has a role as a plant metabolite and a cytokinin.